FC(OC=1C=C(C=CC1F)NC1=C2C=C(NC2=C(C=C1)F)C(=O)O)(F)F 4-((3-trifluoromethoxy-4-fluorophenyl)amino)-7-fluoro-1H-indole-2-carboxylic acid